OCC(C)(CO)NC(=O)C=1C=2C[C@@H]3[C@H](C2N(N1)C=1C=NC(=CC1)C#N)C3 (1aR,5aR)-2-(6-Cyano-pyridin-3-yl)-1a,2,5,5a-tetrahydro-1H-2,3-diaza-cyclopropa[a]pentalene-4-carboxylic acid (2-hydroxy-1-hydroxymethyl-1-methyl-ethyl)-amide